ClC1=CC(=NC=C1Cl)NC1=C(C=C(C=C1)NC(C=C)=O)C=1N=CN(C1)C N-(4-((4,5-dichloropyridin-2-yl)amino)-3-(1-methyl-1H-imidazol-4-yl)phenyl)acrylamide